C(CCC)OC1=CC=C(C=C1)CCC(=O)N1CCN(CC1)C1=CC=C(C=C1)O 3-(4-Butoxyphenyl)-1-[4-(4-hydroxyphenyl)-piperazin-1-yl]-propan-1-one